tert-butyl (2-((3-methoxy-4-(prop-2-yn-1-ylamino)phenyl)sulfonamido)-2-oxoethyl)carbamate COC=1C=C(C=CC1NCC#C)S(=O)(=O)NC(CNC(OC(C)(C)C)=O)=O